N1=NC(=NN=C1C1=NC=CC=C1O)C1=NC=CC=C1O 2,2'-(1,2,4,5-Tetrazine-3,6-diyl)bis(pyridine-3-ol)